[3-(5-fluorobenzofuran-3-yl)-1-(methylsulfonylmethyl)pyrazolo[4,3-c]pyridin-6-yl]-(8-oxa-3-azabicyclo[3.2.1]oct-3-yl)methanone FC=1C=CC2=C(C(=CO2)C2=NN(C3=C2C=NC(=C3)C(=O)N3CC2CCC(C3)O2)CS(=O)(=O)C)C1